BrC1=C2C(N(C(NC2=CC(=C1)CN1CCN(CC1)C=1C=CC(=NC1C)C(=O)NC)=O)CC)=S 5-(4-((5-bromo-3-ethyl-2-oxo-4-thioxo-1,2,3,4-tetrahydroquinazolin-7-yl)methyl)piperazin-1-yl)-N,6-dimethylpicolinamide